CC1=C(OC2=CC3=CN(N=C3C=C2C=2C3=C(C(N(C2)C)=O)NC(=C3)C(=O)NCC)C)C(=CC=C1)C 4-(5-(2,6-dimethylphenoxy)-2-methyl-2H-indazol-6-yl)-N-ethyl-6-methyl-7-oxo-6,7-dihydro-1H-pyrrolo[2,3-c]pyridine-2-carboxamide